CC1=CC=CC(=N1)NC1=CC(=NC=N1)NC1=C(C#N)C=CN=C1 3-((6-((6-methylpyridin-2-yl)amino)pyrimidin-4-yl)amino)isonicotinonitrile